N-(5-fluoro-1H-indol-3-yl)-6-(3-methoxyphenyl)-3,4-dihydroisoquinoline-2(1H)-carboxamide FC=1C=C2C(=CNC2=CC1)NC(=O)N1CC2=CC=C(C=C2CC1)C1=CC(=CC=C1)OC